FC(C=1C=C(C=CC1C#N)C=1C=C(SC1)C=O)(F)F 4-(3-trifluoromethyl-4-cyanophenyl)-thiophene-2-carbaldehyde